N-[5-(3,5-Difluorobenzyl)-1H-indazol-3-yl]-4-(4-methyl-1-piperazinyl)-2-(tetrahydro-2H-pyran-4-ylamino)benzamide FC=1C=C(CC=2C=C3C(=NNC3=CC2)NC(C2=C(C=C(C=C2)N2CCN(CC2)C)NC2CCOCC2)=O)C=C(C1)F